N[C@H]1C2SCC(=C(N2C1=O)C(=O)O)CSC1=CC=CC=C1 (7R)-7-amino-8-oxo-3-((phenylsulfanyl)methyl)-5-thia-1-azabicyclo[4.2.0]oct-2-ene-2-carboxylic acid